methyl 7-isopropoxy-2-((tetrahydrofuran-3-yl)methyl)imidazo[1,2-a]pyrimidine-6-carboxylate C(C)(C)OC1=NC=2N(C=C1C(=O)OC)C=C(N2)CC2COCC2